3-[4-(4-Amino-pyrrolo[2,1-f][1,2,4]triazin-7-yl)-benzylamino]-6-cyano-pyrazine-2-carboxylic acid [(S)-1-(3,4-difluorophenyl)-ethyl]-amide FC=1C=C(C=CC1F)[C@H](C)NC(=O)C1=NC(=CN=C1NCC1=CC=C(C=C1)C1=CC=C2C(=NC=NN21)N)C#N